COC(=O)C1C2C(C2CN1)(C)C 6,6-dimethyl-3-aza-bicyclo[3.1.0]hexane-2-carboxylic acid methyl ester